N-(2-chloro-5-formyl-4-nitrophenyl)acetamide ClC1=C(C=C(C(=C1)[N+](=O)[O-])C=O)NC(C)=O